5-Bromo-1,1-dimethyl-indane BrC=1C=C2CCC(C2=CC1)(C)C